FC(C=1C(=C(C=C2NC(C=3N(C12)C(=NN3)C)(C)C)F)C3=C1C=CN(C1=CC(=C3)C)S(=O)(=O)C)F 9-(Difluoro-methyl)-7-fluoro-1,4,4-trimethyl-8-(6-methyl-1-methylsulfonyl-1H-indol-4-yl)-5H-[1,2,4]triazolo[4,3-a]quinoxaline